[C@H](C)(CC)[C@H]1C(N(CC2N(O[C@@H](C(N21)=O)CC2=CC=C(C=C2)O)C(=O)OCCC2=CC=C(C=C2)O)CCC2=CC=CC1=CC=CC=C21)=O (3R,6S)-4-hydroxyphenethyl 6-((S)-sec-butyl)-3-(4-hydroxybenzyl)-8-(2-(naphthalen-1-yl)ethyl)-4,7-dioxohexahydropyrazino[2,1-c][1,2,4]oxadiazine-1(6H)-carboxylate